[Si]=O.[Ta] tantalum-silicon oxide